CN1CC(CCC1)C1=CC=2N=C(N=C(C2O1)N1CCOCC1)CC1=CC(=NN1)C=1C=C(C=CC1)C 6-(1-methylpiperidin-3-yl)-4-morpholino-2-((3-(m-tolyl)-1H-pyrazol-5-yl)methyl)furo[3,2-d]pyrimidine